2-[(Dimethylamino)methyl]-N-[2-(5-fluoro-2,4-dimethoxypyridin-3-yl)-1-methylpyrrolo[2,3-c]pyridin-5-yl]cyclopropane-1-carboxamide CN(C)CC1C(C1)C(=O)NC=1C=C2C(=CN1)N(C(=C2)C=2C(=NC=C(C2OC)F)OC)C